N-((R)-1-(3-(difluoromethyl)-2-fluorophenyl)ethyl)-1-(1-(difluoromethyl)cyclopropyl)-4-(((1R,5s)-3-methyl-3-azabicyclo[3.1.0]hex-1-yl)amino)-6-oxo-1,6-dihydropyridine-3-carboxamide FC(C=1C(=C(C=CC1)[C@@H](C)NC(=O)C1=CN(C(C=C1N[C@]12CN(C[C@@H]2C1)C)=O)C1(CC1)C(F)F)F)F